CC1=NC(=C2C(=N1)N=CN2)N Methyladenine